3-carboxy-2,2,5,5-tetramethylpiperidine C(=O)(O)C1C(NCC(C1)(C)C)(C)C